N-[[6-[3-(3-Methylpyrazol-1-yl)propylamino]-2-pyridyl]sulfonyl]-2-(2,2,4-trimethylpyrrolidin-1-yl)pyridin-3-carboxamid CC1=NN(C=C1)CCCNC1=CC=CC(=N1)S(=O)(=O)NC(=O)C=1C(=NC=CC1)N1C(CC(C1)C)(C)C